4-(5-Bromo-2-methylpyridin-3-yl)morpholine BrC=1C=C(C(=NC1)C)N1CCOCC1